C(C=1C(O)=CC=CC1)(=O)[O-].NCC(=O)[O-].[Zn+2].ClC=1C=C(C=CC1)C(CO)NC1=NC=NC2=CC(=C(C=C12)OC1CCN(CC1)C(C=C)=O)OC 1-(4-((4-((1-(3-chlorophenyl)-2-hydroxyethyl)amino)-7-methoxyquinazolin-6-yl)oxy)piperidin-1-yl)prop-2-en-1-one Zinc GLYCINATE SALICYLATE